benzyl (1-(2-cyano-4-(trifluoromethyl)phenyl)-4-(5-fluoro-6-(2-methoxyphenyl)pyridin-3-yl)piperidin-4-yl)carbamate C(#N)C1=C(C=CC(=C1)C(F)(F)F)N1CCC(CC1)(C=1C=NC(=C(C1)F)C1=C(C=CC=C1)OC)NC(OCC1=CC=CC=C1)=O